ClC1=CC=C(C=C1)[C@@]1(N(C(C2=CC(=CC(=C12)F)C(C)(C)O)=O)CC1=CC=C(C=N1)C#N)OCC1(CC1)O 6-{[(1R)-1-(4-chlorophenyl)-7-fluoro-1-[(1-hydroxycyclopropyl)methoxy]-5-(2-hydroxypropan-2-yl)-3-oxo-2,3-dihydro-1H-isoindol-2-yl]methyl}pyridine-3-carbonitrile